ClC1=CC=C(C=C1)NC(=O)C1=C(SC2=C1CCCC2)NC(CSC2=NN=C(N2)C2CC2)=O N-(4-chlorophenyl)-2-{2-[(5-cyclopropyl-4H-1,2,4-triazol-3-yl)sulfanyl]acetamido}-4,5,6,7-tetrahydro-1-benzothiophene-3-carboxamide